(3,5-dibromo-4-hydroxyphenyl)-(2-ethyl-1-benzofuran) BrC=1C=C(C=C(C1O)Br)C1=C(OC2=C1C=CC=C2)CC